FC1=C(C=CC(=C1)F)C=CC(=O)C1=CC=C(C(=O)NO)C=C1 4-(3-(2,4-difluorophenyl)acryloyl)-N-hydroxybenzoamide